1-(methylpiperidin-4-yl)pyridin CN1CCC(CC1)N1CC=CC=C1